(S)-5-(1-(6-ethoxy-5-methoxypyridin-2-yl)-2-(methylsulfonyl)ethyl)-1-nitro-4H-thieno[3,4-c]pyrrole-4,6(5H)-dione C(C)OC1=C(C=CC(=N1)[C@@H](CS(=O)(=O)C)N1C(C=2C(C1=O)=CSC2[N+](=O)[O-])=O)OC